C(C)(C)N1CCC(CC1)C1=CC=C(C=C1)C1=CC(=C(S1)C(=O)N1C[C@H](CC1)NC(OC(C)(C)C)=O)COC tert-butyl (S)-(1-(5-(4-(1-isopropylpiperidin-4-yl)phenyl)-3-(methoxymethyl)thiophene-2-carbonyl)pyrrolidin-3-yl)carbamate